(E)-4-(2-(2,2'-dioxo-[3,3'-biindolinylidene]-1-yl)ethyl)-4-iodomorpholin-4-ium-3-ide O=C/1N(C2=CC=CC=C2\C1=C\1/C(NC2=CC=CC=C12)=O)CC[N+]1([CH-]COCC1)I